C(#N)[C@H]1N(CSC1)C(CNC(=O)C1=CC=NC2=CC=C(C=C12)N1CCC(CC1)(C)O)=O (R)-N-(2-(4-Cyanothiazolidin-3-yl)-2-oxoethyl)-6-(4-hydroxy-4-methylpiperidin-1-yl)quinoline-4-carboxamide